NC1=NC=NN2C1=C(C=C2CC)C2=CC=C(C=C2)C2=C(C(N(C=C2)[C@@H](CO)C2=CC=CC=C2)=O)C(=O)N [4-(4-amino-7-ethylpyrrolo[2,1-f][1,2,4]triazin-5-yl)phenyl]-1-[(1R)-2-hydroxy-1-phenylethyl]-2-oxo-1,2-dihydropyridine-3-carboxamide